6-(3-isopropyl-5-(piperidin-4-yl)-1H-indol-2-yl)-2,7-dimethylimidazo[1,2-a]pyridine C(C)(C)C1=C(NC2=CC=C(C=C12)C1CCNCC1)C=1C(=CC=2N(C1)C=C(N2)C)C